tert-Butyl ((3S,5R)-1-(3-amino-5-bromopyridin-4-yl)-5-methylpiperidin-3-yl)carbamate NC=1C=NC=C(C1N1C[C@H](C[C@H](C1)C)NC(OC(C)(C)C)=O)Br